N-methyl-nonadec-10-en-1-amine CNCCCCCCCCCC=CCCCCCCCC